5-chloro-2-(difluoromethyl)-N-((1r,4r)-4-((3-(4-fluorophenyl)-3-hydroxy-2-oxoindolin-1-yl)methyl)cyclohexyl)nicotinamide ClC=1C=NC(=C(C(=O)NC2CCC(CC2)CN2C(C(C3=CC=CC=C23)(O)C2=CC=C(C=C2)F)=O)C1)C(F)F